N-[(2-amino-6-methyl-imidazo[1,2-a]pyrazin-8-yl)methyl]methanesulfonamide NC=1N=C2N(C=C(N=C2CNS(=O)(=O)C)C)C1